methyl-(2Z,4E)-5-[6-ethynyl-1-hydroxy-2,6-dimethyl-4-oxocyclohex-2-en-1-yl]-3-methylpenta-2,4-dienoate COC(\C=C(/C=C/C1(C(=CC(CC1(C)C#C)=O)C)O)\C)=O